ClN[C@@H](CC1=CC=C(C=C1)O)C(=O)O chloro-l-tyrosine